N-[5-[[(5-tert-butylAzol-2-yl)methyl]thio]thiazol-2-yl]piperidine-4-carboxamide C(C)(C)(C)C1=CC=C(N1)CSC1=CN=C(S1)NC(=O)C1CCNCC1